FC1=C(C(=CC(=C1)CNC1=NC(=CC(=C1)OC1=CC=CC=C1)C)O)N1CC(NS1(=O)=O)=O 5-[2-fluoro-6-hydroxy-4-[[(6-methyl-4-phenoxy-2-pyridyl)amino]methyl]phenyl]-1,1-dioxo-1,2,5-thiadiazolidin-3-one